4-chloro-3-fluoro-2-methyl-pyridine ClC1=C(C(=NC=C1)C)F